2,4,6-trinitrophenylmethylnitramine CN(C1=C(C=C(C=C1[N+](=O)[O-])[N+](=O)[O-])[N+](=O)[O-])[N+](=O)[O-]